bis-(γ-trimethoxysilylpropyl)amine CO[Si](CCCNCCC[Si](OC)(OC)OC)(OC)OC